FC1=CC(=CC2=CC=3C[C@@](CCC3N=C12)(C(C)C)F)C(=O)N[C@H](CC[NH+]1CCC(CC1)COC)C=1C=NC(=CC1)C1=CN=NC=C1 |r| rac-(7S)-4,7-difluoro-7-isopropyl-N-[rac-(1R)-3-[4-(methoxymethyl)piperidin-1-ium-1-yl]-1-(6-pyridazin-4-yl-3-pyridyl)propyl]-6,8-dihydro-5H-acridine-2-carboxamide